2-(2H-benzotriazol-2-yl)-4-(3-keto-4-oxa-dodecyl)-6-tert-butyl-phenol N=1N(N=C2C1C=CC=C2)C2=C(C(=CC(=C2)CCC(OCCCCCCCC)=O)C(C)(C)C)O